N1=C(C=CC=C1)N1C2=CC=CC=C2C=2C=C(C=CC12)C=1C=C(C=C(C1)C1=CC=CC2=C1SC1=C2C=CC=C1)C1=NC(=NC(=N1)C1=CC=CC=C1)C1=CC=CC=C1 2-(3-(9-(2-pyridyl)-9H-carbazole-3-yl)-5-(dibenzothiophen-4-yl)-phenyl)-4,6-diphenyl-1,3,5-triazine